Methyl-diphenyl-methane (R)-tert-butyl-2-chloro-6-methyl-6,7-dihydrothiazolo[5,4-c]pyridine-5(4H)-carboxylate C(C)(C)(C)OC(=O)N1CC2=C(C[C@H]1C)N=C(S2)Cl.CC(C2=CC=CC=C2)C2=CC=CC=C2